ClC1=CC=C(C=N1)OC1=NC2=CC=CC=C2C(=C1)CNC(C=C)=O N-([2-{(6-Chloropyridin-3-yl)oxy}quinolin-4-yl]methyl)acrylamide